Methyl ((2,4-difluorophenyl)sulfonyl)carbamate FC1=C(C=CC(=C1)F)S(=O)(=O)NC(OC)=O